butyl 2-(2-(4-((N-(tert-butyl)sulfamoyl)methoxy)phenyl)-6-oxo-5-((3-phenylpropyl)amino)pyrimidin-1(6H)-yl)acetate C(C)(C)(C)NS(=O)(=O)COC1=CC=C(C=C1)C=1N(C(C(=CN1)NCCCC1=CC=CC=C1)=O)CC(=O)OCCCC